N-Acetyl-4-Aminomethyl-piperidin C(C)(=O)N1CCC(CC1)CN